C(C1=CC=CC=C1)OC(C1=C(C=C(C=C1)Br)I)=O 4-bromo-2-iodobenzoic acid benzyl ester